(4S)-4-AMINO-4-(2-PYRROLIDINYLPHENYL)BUTANOIC ACID N[C@@H](CCC(=O)O)C1=C(C=CC=C1)N1CCCC1